O(C1=CC=CC=C1)CCOCC1CO1 2-[(2-phenoxyethoxy) methyl]Ethylene oxide